CC(CN1C=C(C2=CC(=C(C=C12)C=1C(=NC=CC1)C(F)(F)F)F)C(C)NS(=O)(=O)C1CC1)(C)C N-[1-[1-(2,2-dimethylpropyl)-5-fluoro-6-[2-(trifluoromethyl)-3-pyridyl]indol-3-yl]ethyl]cyclopropanesulfonamide